(3s,4r)-3-({5-[4-(4-chlorophenoxy)phenyl]-1,3,4-oxadiazol-2-yl}amino)-4-(2,6-difluoro-4-methoxyphenyl)pyrrolidin-2-one ClC1=CC=C(OC2=CC=C(C=C2)C2=NN=C(O2)N[C@@H]2C(NC[C@H]2C2=C(C=C(C=C2F)OC)F)=O)C=C1